sulfur vanadium nitrogen 1-{4-[(2-{3-[(4-methanesulfonyl-2-methoxyphenyl)amino]prop-1-yn-1-yl}-1-(2,2,2-trifluoroethyl)-1H-indol-4-yl)amino]-2-methylpiperidin-1-yl}ethan-1-one CS(=O)(=O)C1=CC(=C(C=C1)NCC#CC=1N(C2=CC=CC(=C2C1)NC1CC(N(CC1)C(C)=O)C)CC(F)(F)F)OC.[N].[V].[S]